2-Ammonioethyl (2,3-bis((8-(heptadecan-9-yloxy)-8-oxooctanoyl)oxy)propyl) phosphate P(=O)(OCC[NH3+])(OCC(COC(CCCCCCC(OC(CCCCCCCC)CCCCCCCC)=O)=O)OC(CCCCCCC(=O)OC(CCCCCCCC)CCCCCCCC)=O)[O-]